C1(=CC=CC=C1)OC(C1=CC=C(C=C1)C#N)=O 4-cyanobenzoic acid phenyl ester